O[C@@H]1CCCC(C=2C1=NC=CC2)=O (9R)-6,7,8,9-tetrahydro-9-hydroxy-5H-cyclohepta[b]pyridin-5-one